NC([C@H](CCC(=O)OC(C)(C)C)N1C(C2=CC=C(C=C2C1)C1=NC(=C(C(=C1)C(F)F)C#N)N)=O)=O Tert-butyl (S)-5-amino-4-(5-(6-amino-5-cyano-4-(difluoromethyl)pyridin-2-yl)-1-oxoisoindolin-2-yl)-5-oxopentanoate